2-((4-(6-((4-Chloro-2-fluorobenzyl)oxy)pyridin-2-yl)piperidin-1-yl)methyl)-1-(fluoromethyl)-4-methoxy-1H-benzo[d]imidazole-6-carboxylic acid ClC1=CC(=C(COC2=CC=CC(=N2)C2CCN(CC2)CC2=NC3=C(N2CF)C=C(C=C3OC)C(=O)O)C=C1)F